phenazinol C1(=CC=CC2=NC3=CC=CC=C3N=C12)O